O1C(COCC1)CC(=O)O 2-(1,4-dioxan-2-yl)acetic acid